5-fluoro-4-[4-methyl-5-oxo-3-(propan-2-yl)-4,5-dihydro-1H-1,2,4-triazol-1-yl]-2-{[(2S)-4-methylpent-2-yl]oxy}-N-[(2R)-1-oxopropan-2-yl]benzamide FC=1C(=CC(=C(C(=O)N[C@@H](C=O)C)C1)O[C@@H](C)CC(C)C)N1N=C(N(C1=O)C)C(C)C